C(C)(C)(C)OC(=O)N1C2COC(C1)(C2)COC2=CC(=CC(=C2)C=2SC(=CN2)C)C(=O)OC 1-{[3-(methoxycarbonyl)-5-(5-methyl-1,3-thiazol-2-yl)phenoxy]methyl}-2-oxa-5-azabicyclo[2.2.1]heptane-5-carboxylic acid tert-butyl ester